CC1=C(C=CC=C1)CC#N (2-methylphenyl)acetonitrile